CC=1NC(=C([C@H](C1C(=O)OC(CN(C)CCC(C1=CC=CC=C1)C1=CC=CC=C1)(C)C)C1=CC(=CC=C1)[N+](=O)[O-])C(=O)OC)C |r| (RS)-2-[(3,3-Diphenylpropyl)(methyl)amino]-1,1-dimethylethyl methyl 2,6-dimethyl-4-(3-nitrophenyl)-1,4-dihydropyridine-3,5-dicarboxylate